C(#N)N1CC=2N(N=CC2C1)C1=CC=C(C(=O)N)C=C1 4-(5-cyano-5,6-dihydropyrrolo[3,4-c]pyrazol-1(4H)-yl)benzamide